C(C)C=1CC2=C(C3=CC=C(C=C3C(=C2CC1)OC(C(=C)C)=O)Cl)OC(C(=C)C)=O 2-Ethyl-6-chloro-9,10-dimethacryloyloxy-1,4-dihydroanthracene